C(C#C)CC(=O)N (prop-2-yn-1-yl)acetamide